(2,8-diazaspiro[4.5]dec-8-yl)-4-[[5-(4-hydroxy-1-piperidinyl)-2-pyridinyl]amino]-6H-1,6-naphthyridin-5-one C1NCCC12CCN(CC2)C2=NC=1C=CNC(C1C(=C2)NC2=NC=C(C=C2)N2CCC(CC2)O)=O